ClC=1N=C(C2=C(N1)SC(=C2)C)NCCCC2=CC=CC=C2 2-chloro-6-methyl-N-(3-phenylpropyl)thieno[2,3-d]pyrimidin-4-amine